CO[C@H]1CNCC[C@@H]1NC(OC(C)(C)C)=O tert-butyl N-[(3S,4S)-3-methoxy-4-piperidyl]carbamate